O[C@H](C)[C@@H]1[C@H]2[C@H](C(=C(N2C1=O)C(=O)O)CSC=1SC(=NN1)C)C (4S,5R,6S)-6-((R)-1-hydroxyethyl)-4-methyl-3-[((5-methyl-1,3,4-thiadiazol-2-yl)thio)methyl]-7-oxo-1-azabicyclo[3.2.0]hept-2-ene-2-carboxylic acid